PYRAZOLE-AMIDE N1N=C(C=C1)C(=O)N